2-((6S)-6-amino-2,2-difluorocyclohexyl)-5-chloro-3-(prop-1-yn-1-yl)-N-(thiophen-2-ylmethyl)thieno[3,2-b]pyridin-7-amine N[C@H]1CCCC(C1C1=C(C2=NC(=CC(=C2S1)NCC=1SC=CC1)Cl)C#CC)(F)F